Cl.N1C(CCCC1=O)=O piperidine-2,6-dione, hydrochloride